3-[2-amino-6-(furan-2-yl)pyrimidin-4-yl]-1H-indazol-6-ol NC1=NC(=CC(=N1)C1=NNC2=CC(=CC=C12)O)C=1OC=CC1